S1C=CC2=C1C(=CC=C2)S(=O)(=O)C2=CC=C(C=C2)CNC(=O)C2=CC=1C(=CN=CC1)S2 N-{[4-(1-benzothiophene-7-sulfonyl)phenyl]methyl}thieno[2,3-c]pyridine-2-carboxamide